bicyclo[2.2.1]heptane-5-carboxylic acid C12CCC(C(C1)C(=O)O)C2